(E)-1-(4-amino-1,2,5-oxadiazol-3-yl)-N'-(2,3-dihydroxybenzylidene)-1H-1,2,3-triazole-4-carbohydrazide NC=1C(=NON1)N1N=NC(=C1)C(=O)N/N=C/C1=C(C(=CC=C1)O)O